CC1(CCS(CC1)(=O)=O)NC(=O)C=1OC2=C(N1)C=C(C=C2)OC2=NC=CC=C2OCC(F)(F)F N-(4-methyl-1,1-dioxidotetrahydro-2H-thiopyran-4-yl)-5-((3-(2,2,2-trifluoroethoxy)pyridin-2-yl)oxy)benzo[d]oxazole-2-carboxamide